4-(2-chloro-6-(1-methyl-1H-pyrazol-4-yl)thieno[3,2-d]pyrimidin-4-yl)morpholine ClC=1N=C(C2=C(N1)C=C(S2)C=2C=NN(C2)C)N2CCOCC2